(2S,3S,4S,5R,6S)-6-(2-((2-(4-(difluoromethoxy)-3-isopropoxyphenyl)oxazol-4-yl)methylcarbamoyl)phenoxy)-3,4,5-trihydroxytetrahydro-2H-pyran-2-carboxylic acid FC(OC1=C(C=C(C=C1)C=1OC=C(N1)CNC(=O)C1=C(O[C@H]2[C@@H]([C@H]([C@@H]([C@H](O2)C(=O)O)O)O)O)C=CC=C1)OC(C)C)F